(S)-2-amino-5-(2-(1-cyclopropylethyl)-7-(methylsulfonylamino)-1-oxoisoindolin-5-yl)-N-(pyridin-4-yl)pyrazolo[1,5-a]pyrimidine-3-carboxamide NC1=NN2C(N=C(C=C2)C=2C=C3CN(C(C3=C(C2)NS(=O)(=O)C)=O)[C@@H](C)C2CC2)=C1C(=O)NC1=CC=NC=C1